C(C1=CC=CC=C1)OCCCC1=NC=2C(=C3C(=NC2N)C=C(S3)Br)N1C 2-(3-(benzyloxy)propyl)-7-bromo-1-methyl-1H-imidazo[4,5-d]thieno[3,2-b]pyridin-4-amine